[Na+].[Na+].OC=1C=C(C=CC1)OP(=O)([O-])[O-] m-hydroxyphenylphosphate disodium salt